pentabromophenyl acrylate (pentabromophenyl acrylate) BrC1=C(C(=C(C(=C1C(C(=O)O)=C)Br)Br)Br)Br.C(C=C)(=O)OC1=C(C(=C(C(=C1Br)Br)Br)Br)Br